N1(CCOCC1)C1CC=C(CC1)C=1C=C(C=2N=CN=C(C2N1)N[C@@H]1CNCCC1)C(=O)N 6-[4-(morpholin-4-yl)cyclohex-1-en-1-yl]-4-{[(3S)-piperidin-3-yl]amino}pyrido[3,2-d]pyrimidine-8-carboxamide